N-{4-[3'-(2-chloro-3-fluoroanilino)-4'-oxo-1',4',5',7'-tetrahydrospiro[cyclobutane-1,6'-pyrrolo[3,2-c]pyridin]-2'-yl]pyridin-2-yl}-4,4-difluoro-2-(4-fluorophenyl)butanamide ClC1=C(NC2=C(NC3=C2C(NC2(C3)CCC2)=O)C2=CC(=NC=C2)NC(C(CC(F)F)C2=CC=C(C=C2)F)=O)C=CC=C1F